6-[5-[(1S)-1-[[6,8-bis(trifluoromethyl)quinazolin-4-yl]amino]ethyl]-1,2,4-triazol-1-yl]pyridine-3-carboxamide FC(C=1C=C2C(=NC=NC2=C(C1)C(F)(F)F)N[C@@H](C)C1=NC=NN1C1=CC=C(C=N1)C(=O)N)(F)F